3-sulfopropyl-dodecyl-dimethyl-amine S(=O)(=O)(O)CCCCN(C)CCCCCCCCCCCC